C1(CC1)C1=C(C=C(C(=O)O)C=C1)S(NC1=C(C=C(C(=C1)S(=O)(=O)C)F)N1CCCCC1)(=O)=O 4-cyclopropyl-3-(N-(4-fluoro-5-(methylsulfonyl)-2-(piperidin-1-yl)phenyl)sulfamoyl)benzoic acid